2,2,2-trifluoro-1-(2-fluorophenyl)ethanamine FC(C(N)C1=C(C=CC=C1)F)(F)F